C(C1=CC=CC=C1)OC(C(=O)NNC(=O)C1=NC(=C(C=C1NC(OC(C)(C)C)=O)C(F)(F)F)N(C)CCC=C)(CCC=C)C(F)(F)F tert-butyl N-[2-[[[2-benzyloxy-2-(trifluoromethyl)hex-5-enoyl]amino]carbamoyl]-6-[but-3-enyl(methyl)amino]-5-(trifluoromethyl)-3-pyridyl]carbamate